3-(3-(Difluoromethyl)-4-fluorophenyl)-1-(2-methoxypyrimidin-5-yl)-1-((5-(trifluoromethyl)-1H-pyrazol-3-yl)methyl)urea FC(C=1C=C(C=CC1F)NC(N(CC1=NNC(=C1)C(F)(F)F)C=1C=NC(=NC1)OC)=O)F